CN1C(=NC=C1C)C1=CC(=C(C=C1)NC=1N=CC2=C(N1)C(=NC(=C2)C)N2CCC(CC2)(C#N)C)OC 1-(2-((4-(1,5-dimethyl-1H-imidazol-2-yl)-2-methoxyphenyl)amino)-6-methylpyrido[3,4-d]pyrimidin-8-yl)-4-methylpiperidine-4-carbonitrile